CC1(C2C=CC(C1)C2)C(=O)OCCC 2-methyl-2-propoxycarbonylbicyclo[2.2.1]Hept-5-ene